1-(2-(methylthio)benzo[d]oxazol-6-yl)ethan-1-one CSC=1OC2=C(N1)C=CC(=C2)C(C)=O